(1-Cyclopentylpiperidin-3-yl)(6-(hydroxymethyl)naphthalen-2-yl)methanone C1(CCCC1)N1CC(CCC1)C(=O)C1=CC2=CC=C(C=C2C=C1)CO